CCN(CC)CCNC(=O)C1=CC=C(C=C1)NO The molecule is a benzamide obtained via formal condensation of 4-hydroxylaminobenzoic acid and 2-(diethylamino)ethylamine; a metabolite in liver microsomes. It has a role as a drug metabolite. It is a member of benzamides and a member of hydroxylamines.